ClC=1C=C2C(=C3C4(NC(NC13)=O)CCCCC4)OC(=C2)C(=O)N(CCO)C2CCCCC2 5'-chloro-N-cyclohexyl-N-(2-hydroxyethyl)-7'-oxo-7',8'-dihydro-6'H-spiro[cyclohexane-1,9'-furo[2,3-f]quinazoline]-2'-carboxamide